ClC=1C(=C2C=NNC2=C(C1F)NC(C)C1CC1)C=1N=CC=2N(C1)C=C(N2)NC(=O)C2C(C2)F N-(6-(5-chloro-7-((1-cyclopropylethyl)amino)-6-fluoro-1H-indazol-4-yl)imidazo[1,2-a]pyrazin-2-yl)-2-fluorocyclopropane-1-carboxamide